N,N-bis(3-methoxybenzyl)-5-(2-(2-morpholinoethoxy)ethoxy)pyridin-2-amine COC=1C=C(CN(C2=NC=C(C=C2)OCCOCCN2CCOCC2)CC2=CC(=CC=C2)OC)C=CC1